ClC1=CC(N(C(N1CC1=C(C#N)C=CC(=C1)F)=O)C)=O 2-[(6-chloro-3-methyl-2,4-dioxo-3,4-dihydropyrimidin-1(2H)-yl)methyl]-4-fluorobenzonitrile